Cl.ClC=1C=C(C(=C(C1)O)C=1N=NC(=CC1)N(C1CC(NC(C1)(C)C)(C)C)C)F 5-chloro-3-fluoro-2-(6-(methyl(2,2,6,6-tetramethylpiperidin-4-yl)amino)pyridazin-3-yl)phenol hydrochloride salt